N-(2-((4-(Pyridin-3-yl)benzyl)amino)ethyl)isoquinoline-5-sulfonamide N1=CC(=CC=C1)C1=CC=C(CNCCNS(=O)(=O)C=2C=3C=CN=CC3C=CC2)C=C1